NC1=C(C=C(C=C1)C(C)C)O 2-amino-5-isopropyl-phenol